2,6-di(chloromethyl)-1,4-phenyleneoxide ClCC1=C2C(=CC(=C1)O2)CCl